BrC1=CC=C(C=C1)C1=NC(=NC(=N1)C1=CC=CC=C1)C=1C=C(C#N)C=CC1 3-(4-(4-bromophenyl)-6-phenyl-1,3,5-triazin-2-yl)benzonitrile